2-(Prop-2-yn-1-yl)propane-1,3-diol C(C#C)C(CO)CO